C(C)C(C(CC)CC)P(O)(=O)C(CCCCCCCC)CCCCCCC (1,2-diethyl-butyl)(1-heptyl-nonyl)phosphinic acid